N-(2-Amino-3-fluoro-4-((3-(4-(trifluoromethyl)phenyl)propyl)amino)phenyl)decanamid NC1=C(C=CC(=C1F)NCCCC1=CC=C(C=C1)C(F)(F)F)NC(CCCCCCCCC)=O